BrC=1C(=C(C(=O)NOC(C(C)(C)C)=O)C=CC1)F 3-Bromo-2-fluoro-N-(pivaloyloxy)benzamide